C(C)C(CC(C(C(C(=O)[O-])(CC(C(C)(C)C)CC)CC(C(C)(C)C)CC)(O)C(=O)[O-])C(=O)[O-])C(C)(C)C Tri(2-Ethyl-3,3-dimethyl-1-butyl)citrat